4-(3-Fluorophenyl)-3-hydroxy-1-(5-(isopropylsulfanyl)-4-(4-(trifluoromethyl)phenyl)thiazol-2-yl)-1H-pyrazole-5-carboxylic acid methyl ester COC(=O)C1=C(C(=NN1C=1SC(=C(N1)C1=CC=C(C=C1)C(F)(F)F)SC(C)C)O)C1=CC(=CC=C1)F